C1(C=CC2=CC=CC=C12)[Si]([Si](C)(C)C)(C)C(O)(C1=CC=CC=C1)C1=CC=C(C=C1)C indenyl-[(p-tolyl)(phenyl)hydroxymethyl]-tetramethyldisilane